C(C)C1=CC=C(C=O)C=C1 4-Ethylbenzaldehyde